FC=1C=C(C=C(C1)F)C1=NNC2=NC(=CN=C21)N2C[C@@H]1[C@]([C@@H]1CC2)(C2=C(C=CC=C2)F)CN ((1S,6R,7R)-3-(3-(3,5-difluorophenyl)-1H-pyrazolo[3,4-b]pyrazin-6-yl)-7-(2-fluorophenyl)-3-azabicyclo[4.1.0]heptan-7-yl)methanamine